4-(3'-cyclopropyl-[1,1'-biphenyl]-4-yl)-N-(2-ethynylthiazol-4-yl)piperazine-1-carboxamide C1(CC1)C=1C=C(C=CC1)C1=CC=C(C=C1)N1CCN(CC1)C(=O)NC=1N=C(SC1)C#C